3-(2-morpholinoethoxy)benzaldehyde O1CCN(CC1)CCOC=1C=C(C=O)C=CC1